7-((5-chloropyridin-2-yl)methyl)-8-(3,5-difluorophenoxy)-1-(3-hydroxypropyl)-3-methyl-1H-purine-2,6(3H,7H)-dione ClC=1C=CC(=NC1)CN1C(=NC=2N(C(N(C(C12)=O)CCCO)=O)C)OC1=CC(=CC(=C1)F)F